6-(3-(6-fluoro-5-(piperidin-4-yl)pyridin-2-yl)-4-isopropyl-1H-pyrazol-5-yl)-8-methoxy-[1,2,4]triazolo[1,5-a]pyridine FC1=C(C=CC(=N1)C1=NNC(=C1C(C)C)C=1C=C(C=2N(C1)N=CN2)OC)C2CCNCC2